S1C=NC2=C1C=CC(=C2)C(NC(=O)[C@@H]2[C@@H]1[C@H](CN2C([C@H](C(C)(C)C)NC(C(F)(F)F)=O)=O)CCC1)C#N (3S,3aS,6aR)-N-[1,3-benzothiazol-5-yl(cyano)methyl]-2-[(2S)-3,3-dimethyl-2-[(2,2,2-trifluoroacetyl)amino]butanoyl]-3,3a,4,5,6,6a-hexahydro-1H-cyclopenta[c]pyrrole-3-carboxamide